3-(2-Phenyl-1,3-thiazol-4-yl)-1,2-dihydroquinolin-2-one C1(=CC=CC=C1)C=1SC=C(N1)C=1C(NC2=CC=CC=C2C1)=O